2'''-((((carboxymethyl)azanediyl)bis(ethane-2,1-diyl))bis(azanetriyl))tetraacetic acid C(=O)(O)CN(CCN(CC(=O)O)CC(=O)O)CCN(CC(=O)O)CC(=O)O